tert-butyl (2S,4R)-2-((4-bromo-1-(2,2,2-trifluoroethyl)-1H-pyrazol-3-yl) carbamoyl)-4-fluoropyrrolidine-1-carboxylate BrC=1C(=NN(C1)CC(F)(F)F)NC(=O)[C@H]1N(C[C@@H](C1)F)C(=O)OC(C)(C)C